3-Methyl-2-phenyl-1H-inden CC1=C(CC2=CC=CC=C12)C1=CC=CC=C1